1-Methyl-3,3-bis(2-(((9Z,12Z)-octadeca-9,12-dien-1-yl)oxy)ethyl)azetidine CN1CC(C1)(CCOCCCCCCCC\C=C/C\C=C/CCCCC)CCOCCCCCCCC\C=C/C\C=C/CCCCC